S1C2=C(C=C1)C(=CC=C2)N2CCN(CC2)CCCCOC2=CC=C1C(CC(N(C1=C2)COC(N(C)CCCC)=O)=O)(C)C N-Butyl-N-methylcarbamic acid 7-[4-(4-benzo[b]thiophen-4-ylpiperazin-1-yl)butoxy]-4,4-dimethyl-2-oxo-3,4-dihydro-2H-quinolin-1-ylmethyl ester